6-(3-{3-[2,4-bis(trifluoromethyl)phenyl]-7-fluoro-2-oxo-2,3,4,5-tetrahydro-1H-1-benzazepine-1-Yl}prop-1-ynyl)-1,2-diazine-3-carboxylic acid FC(C1=C(C=CC(=C1)C(F)(F)F)C1C(N(C2=C(CC1)C=C(C=C2)F)CC#CC2=CC=C(N=N2)C(=O)O)=O)(F)F